N-Methyl-5-(4-(5-(3-methyl-2-oxo-3,8-diazabicyclo[3.2.1]octan-8-yl)-1H-pyrazolo[4,3-d]pyrimidin-3-yl)-1H-pyrazol-1-yl)picolinamide CNC(C1=NC=C(C=C1)N1N=CC(=C1)C1=NNC2=C1N=C(N=C2)N2C1C(N(CC2CC1)C)=O)=O